4-((3-fluorophenoxy)carbonyl)-1-methylpiperidin-1-ium iodide [I-].FC=1C=C(OC(=O)C2CC[NH+](CC2)C)C=CC1